BrC=1C(=NC(=CC1)C(F)(F)F)N 3-bromo-6-(trifluoromethyl)pyridin-2-amine